4-Chloro-2'-hydroxy-4',6'-bis[(2-methoxyethoxy)methoxy]chalcone ClC1=CC=C(C=C1)\C=C\C(=O)C1=C(C=C(C=C1OCOCCOC)OCOCCOC)O